NC/C(/CN1N=CN(C1=O)CC1=CC=C(S1)C=1C=CC(N(C1)CC1=CC=CC=C1)=O)=C\F 5-[5-({1-[(2E)-2-(aminomethyl)-3-fluoroprop-2-en-1-yl]-5-oxo-1,5-dihydro-4H-1,2,4-triazol-4-yl}methyl)thiophen-2-yl]-1-benzylpyridin-2(1H)-one